C(CCCCCCCCCC=CCCCCCCCC)(=O)OCCCCCCCCCCCCCCCCCCCC cosyl eicos-11-enoate